N,N'-adamantane-1,3-diylbis(3,5-difluorobenzeneamide) C12(CC3(CC(CC(C1)C3)C2)NC(=O)C2=CC(=CC(=C2)F)F)NC(=O)C2=CC(=CC(=C2)F)F